C(C1=CC=CC=C1)C(C(=O)NC=1C=NC2=C(C=CC=C2C1)F)C(C)(C)C 2-benzyl-N-(8-fluoro-3-quinolyl)-3,3-di-methyl-butanamide